[4-[[3-(2,3-difluoro-4-methoxyphenyl)imidazo[1,2-a]pyrazin-8-yl]amino]-2-methylphenyl]-[4-[(3R,5R)-1,3,4,5-tetrahydroxycyclohexanecarbonyl]piperazin-1-yl]methanone FC1=C(C=CC(=C1F)OC)C1=CN=C2N1C=CN=C2NC2=CC(=C(C=C2)C(=O)N2CCN(CC2)C(=O)C2(C[C@H](C([C@@H](C2)O)O)O)O)C